O=S1(N(CC(N1)=O)C1=C(C=C2C=CC(=CC2=C1F)NC(=O)NC(C)C)O)=O 1-[7-(1,1-dioxo-4-oxo-1,2,5-thiadiazolidin-2-yl)-8-fluoro-6-hydroxynaphthalen-2-yl]-3-isopropylurea